O1N=C(C2=C1C=CC=C2)C2=C(C=CC=C2)[C@H](CC2=NC=CC(=C2)Br)NC(OC(C)(C)C)=O tert-butyl (S)-{1-[2-(benzo[d]isoxazol-3-yl)phenyl]-2-(4-bromopyridine-2-yl)ethyl}carbamate